C(C(C)C)N1CCC(CC1)C=1C(=CC(=NC1)C1=NNC(=C1CC(F)(F)F)C=1C=C(C=2N(C1)N=CN2)OC)C 6-(3-(5-(1-isobutylpiperidin-4-yl)-4-methylpyridin-2-yl)-4-(2,2,2-trifluoroethyl)-1H-pyrazol-5-yl)-8-methoxy-[1,2,4]triazolo[1,5-a]pyridine